FC1=C(C(=C(C=C1F)F)F)C1CC=2N(C(NC2CC=O)=S)C1 2-(6-(2,3,5,6-tetrafluorophenyl)-3-thioxo-3,5,6,7-tetrahydro-2H-pyrrolo[1,2-c]imidazol-1-yl)ethanone